C1(=CC=CC=C1)N1C2=CC=CC=C2C=2C=C(C=CC12)C=1C=CC=2N(C3=CC=CC=C3C2C1)C1=CC=C(C=C1)C(=O)C1=CC=C(C=C1)N1C2=CC=CC=C2C=2C=C(C=CC12)C=1C=CC=2N(C3=CC=CC=C3C2C1)C1=CC=CC=C1 bis(4-(9'-phenyl-9H,9'H-[3,3'-bicarbazol]-9-yl)phenyl)methanone